CC1C(C(CCC1)C)(C1=C(C=CC=C1C1=C(C=C(C=C1C(C)C)C1=C(C=CC=C1)C)C(C)C)C1=C(C=C(C=C1C(C)C)C1=C(C=CC=C1)C)C(C)C)P(=O)=O 2,6-Dimethyl-1-{2,6-bis[2,6-diisopropyl-4-(2-methylphenyl)phenyl]phenyl}-phosphocyclohexane